N-(5,6-Dimethoxy-benzothiazol-2-yl)-2-[4-(propane-2-sulfonyl)-phenyl]-acetamide COC=1C(=CC2=C(N=C(S2)NC(CC2=CC=C(C=C2)S(=O)(=O)C(C)C)=O)C1)OC